7-((S)-1-((2S,4r)-2-(aminomethyl)-6-oxo-5-oxa-7-azaspiro[3.4]oct-7-yl)ethyl)-3-(2-hydroxypyridin-4-yl)-1H-indole-2-carboxylic acid NCC1CC2(C1)OC(N(C2)[C@@H](C)C=2C=CC=C1C(=C(NC21)C(=O)O)C2=CC(=NC=C2)O)=O